4-[2-[3-[4-amino-1-(2,2,2-trifluoro-1-methyl-ethyl)pyrazolo[3,4-d]pyrimidin-3-yl]-5-cyclopropyl-isoxazol-4-yl]pyrimidin-5-yl]piperidine NC1=C2C(=NC=N1)N(N=C2C2=NOC(=C2C2=NC=C(C=N2)C2CCNCC2)C2CC2)C(C(F)(F)F)C